6,11b-(epiminoethano)-1,5a-methanonaphth[1,2-e]indole C12=CNC=3C=CC4(C5(C13)C1=CC=CC=C1C=C4NCC5)C2